BrC=1C=CC=2N(C1)C(=CN2)C(C)C 6-bromo-3-(propan-2-yl)imidazo[1,2-a]pyridine